BrC=1C=C(C=C(C1)CBr)CC(=O)O 2-(3-bromo-5-(bromomethyl)phenyl)acetic acid